tert-butyldimethylsilyl (2-(iodomethyl)vinyl) ether ICC=CO[Si](C)(C)C(C)(C)C